COC(=O)[C@@H]1CC[C@H](CC1)NCC1=CC=C(C=C1)OC trans-4-[(4-methoxybenzyl)amino]cyclohexanecarboxylic acid methyl ester